(3-(4-((6-(aminomethyl)-1H-indol-1-yl)methyl)-1H-1,2,3-triazol-1-yl)propyl)carbamic acid tert-butyl ester C(C)(C)(C)OC(NCCCN1N=NC(=C1)CN1C=CC2=CC=C(C=C12)CN)=O